NC1=CC=C(C=C1)C(C(=O)NCC1=CC=CC=C1)N(C(C#C)=O)C1=CC(=CC=C1)Cl N-(1-(4-Aminophenyl)-2-(benzylamino)-2-oxoethyl)-N-(3-chlorophenyl)-propiolamide